C(CCC)[Hf](CCCC)CCCC Tri-n-butylhafnium